FC[C@@H](C)NCC(CC=1N=CNC(C1O)=O)C1=CC=C(C=C1)C#CC1=CC=C(CN2CC(C2)C#N)C=C1 1-(4-((4-(1-(((R)-1-fluoropropan-2-yl)amino)-3-(5-hydroxy-6-oxo-1,6-dihydropyrimidin-4-yl)propan-2-yl)phenyl)ethynyl)benzyl)azetidine-3-carbonitrile